CC(C)(OC(NCCOCCOCCOCCOCCNC1=CC=CC(=N1)C(=O)O)=O)C 6-((2,2-dimethyl-4-oxo-3,8,11,14,17-pentaoxa-5-azanonadecan-19-yl)amino)picolinic acid